4-(3-chloro-5-iodo-8,9-dihydro-7H-cyclopenta[h]isoquinolin-7-yl)-N-(cyclopropylmethyl)-N-[(2,4-dimethoxyphenyl)methyl]-1,2,4-triazol-3-amine ClC=1N=CC2=C3C(=CC(=C2C1)I)C(CC3)N3C(=NN=C3)N(CC3=C(C=C(C=C3)OC)OC)CC3CC3